FC=1C=C2C(=NNC2=CC1OCCOC)C1=CC(=NO1)C1=CC=C(C=C1)C(=O)N1[C@H](COCC1)COC 5-Fluoro-6-(2-methoxyethoxy)-3-(3-{4-[(3S)-3-(methoxymethyl)morpholine-4-carbonyl]phenyl}-1,2-oxazol-5-yl)-1H-indazole